(S)-5-amino-3-bromo-1-(pyrrolidin-3-yl)-1H-pyrazole-4-carboxamide hydrochloride Cl.NC1=C(C(=NN1[C@@H]1CNCC1)Br)C(=O)N